propylcyclohexylbenzeneboronic acid C(CC)C=1C(=C(C=CC1)B(O)O)C1CCCCC1